N-(3-Fluoro-4-morpholinophenyl)-1-iso-propyl-1H-[1,2,3]triazolo[4,5-h]quinazolin-8-amine hydrochloride Cl.FC=1C=C(C=CC1N1CCOCC1)NC1=NC=2C3=C(C=CC2C=N1)N=NN3C(C)C